C(C)(C)(C)OC(=O)N1[C@H](CC[C@@H](C1)NC(=O)C=1C=C2C=CC(=CN2C1)Cl)C=1OC(=NN1)OCCOC(F)(F)F (2r,5s)-5-(6-chloroindolizine-2-amido)-2-{5-[2-(trifluoromethoxy)ethoxy]-1,3,4-oxadiazol-2-yl}piperidine-1-carboxylic acid tert-butyl ester